1-allyl-3-vinyl-imidazole chloride [Cl-].C(C=C)N1CN(C=C1)C=C